C1(CC1)C1=NC=NC(=C1C=1N=CC2=C(N1)C(=CN2)CC2=CC(=C(C=C2)N2N=C(C=C2C)C(F)(F)F)F)OC 2-(4-cyclopropyl-6-methoxy-pyrimidin-5-yl)-7-[[3-fluoro-4-[5-methyl-3-(trifluoromethyl)pyrazol-1-yl]phenyl]methyl]-5H-pyrrolo[3,2-d]pyrimidine